[3-(4-{2-methyl-5-[2-(trifluoromethyl)pyridine-4-amido]phenyl}-6-(morpholin-4-yl)pyridin-2-yl)prop-2-yn-1-yl]carbamate CC1=C(C=C(C=C1)NC(=O)C1=CC(=NC=C1)C(F)(F)F)C1=CC(=NC(=C1)N1CCOCC1)C#CCNC([O-])=O